3'-methoxy-2'-methyl-3,4'-bipyridine COC=1C(=NC=CC1C=1C=NC=CC1)C